N1CC1 ethylenimin